C1(CC1)C1=C(C(=NO1)C1=C(C=CC=C1Cl)Cl)COC1C[C@H]2CC[C@@H](C1)N2C2=NC(=NO2)C2=CC=C(S2)C(=O)O 5-((1R,3r,5S)-(3-((5-cyclopropyl-3-(2,6-dichlorophenyl)isoxazol-4-yl)methoxy)-8-azabicyclo[3.2.1]octan-8-yl)-1,2,4-oxadiazol-3-yl)thiophene-2-carboxylic acid